CC(=CC[C@@H]1[C@@](O1)(C)[C@H]2[C@@H]([C@@H](CC[C@]23CO3)OC(=O)/C=C/C=C/C=C/C=C/C(=O)O)OC)C The molecule is a meroterpenoid resulting from the formal condensation of the hydroxy group of fumagillol with the carboxylic acid group of (all-E)-deca-2,4,6,8-tetraenedioic acid. Originally isolated from the fungus Aspergillus fumigatus, it is used for the control of Nosema infection in honey bees. It has a role as an angiogenesis inhibitor, an antibacterial drug, an antiprotozoal drug, a methionine aminopeptidase 2 inhibitor, an antimicrobial agent and a fungal metabolite. It is an organooxygen heterocyclic antibiotic, a meroterpenoid, a carboxylic ester, a dicarboxylic acid monoester, an antibiotic antifungal drug and a spiro-epoxide. It derives from a fumagillol and an (all-E)-deca-2,4,6,8-tetraenedioic acid.